FCOC=1C2=C(N=CN1)CN(CC2)C(=O)C2=C(OC=1N=CN=C(C12)NC1(CC1)C)C 5-[4-(fluoromethoxy)-5H,6H,7H,8H-pyrido[3,4-d]pyrimidine-7-carbonyl]-6-methyl-N-(1-methylcyclopropyl)furo[2,3-d]pyrimidin-4-amine